N1-(bicyclo[2.2.1]hept-5-en-2-ylmethyl)-N2-(5-fluoro-1H-pyrrolo[2,3-b]pyridin-3-yl)oxalamide C12C(CC(C=C1)C2)CNC(C(=O)NC2=CNC1=NC=C(C=C12)F)=O